5-iodo-3-(trifluoromethyl)pyridine IC=1C=C(C=NC1)C(F)(F)F